OC=1C=C(C=CC1OC[2H])CC(=O)O 2-(3-hydroxy-4-(methoxy-d)phenyl)acetic acid